CC1OCC=C1SC1(C(OCC1)C)S 3-[(2,5-dihydro-2-methyl-3-furyl)thio]tetrahydro-2-methylfuran-3-thiol